C1(CC1)N1C(C2=C(C=C1C(F)(F)F)N=C(N2C)C2=C(C=C(C=N2)OC(C#N)(C)C)[S@@](=O)(=N)CC)=O |r| racemic-2-[[6-[5-cyclopropyl-3-methyl-4-oxo-6-(trifluoromethyl)imidazo[4,5-c]pyridin-2-yl]-5-(ethylsulfonimidoyl)-3-pyridyl]oxy]-2-methyl-propanenitrile